(R)-5-(2-chloro-8-fluoro-6-(1-fluoroethyl)-4-methylquinolin-3-yl)-3-methyl-1,2,4-oxadiazole ClC1=NC2=C(C=C(C=C2C(=C1C1=NC(=NO1)C)C)[C@@H](C)F)F